tert-butyl 3-[[6-(2,8-dimethyl-[1,2,4]triazolo[1,5-b]pyridazin-6-yl)-8-fluoro-imidazo[1,2-a]pyridin-2-yl]carbamoyl]azetidine-1-carboxylate CC1=NN2N=C(C=C(C2=N1)C)C=1C=C(C=2N(C1)C=C(N2)NC(=O)C2CN(C2)C(=O)OC(C)(C)C)F